BrC=1C=C2C(=NN(C(C2=CC1)=O)C(C(=O)NC1=NC=NC=C1F)C)C(C)C 2-(6-bromo-1-oxo-4-prop-2-ylphthalazin-2-yl)-N-(5-fluoropyrimidin-4-yl)propionamide